2-[cyclopropyl-(methyl)amino]ethan-1-ol tert-butyl-(S)-4-(4-cyano-5-nitropyridin-2-yl)-3-(hydroxymethyl)piperazine-1-carboxylate C(C)(C)(C)[C@@H]1N(CCN(C1CO)C1=NC=C(C(=C1)C#N)[N+](=O)[O-])C(=O)OCCN(C)C1CC1